anthracene-9,10-dicarboxylic acid diglycidyl ester C(C1CO1)OC(=O)C=1C2=CC=CC=C2C(=C2C=CC=CC12)C(=O)OCC1CO1